C(C)N1C[C@@H](C[C@@H](C1)O)OC=1C=C2CN(C(C2=CC1)=O)N1C(CCCC1=O)=O (5-(((3r,5s)-1-ethyl-5-hydroxypiperidin-3-yl)oxy)-1-oxoisoindolin-2-yl)piperidine-2,6-dione